N1C(CCC=C1)=O Pyridine-2(4H)-one